FC=1C=C(NC2C(NC(CC2)=O)=O)C=CC1N1CCN(CC1)C1CCNCC1 3-[3-fluoro-4-[4-(4-piperidyl)piperazin-1-yl]anilino]piperidine-2,6-dione